(3R)-3-[3-fluoro-4-[(3R,4R)-3-methoxy-4-piperidyl]anilino]piperidine-2,6-dione FC=1C=C(N[C@H]2C(NC(CC2)=O)=O)C=CC1[C@@H]1[C@H](CNCC1)OC